di(phenyl)[(phenylcarbazolyl)phenanthrenyl]amine C1(=CC=CC=C1)N(C1=C(C=CC=2C3=CC=CC=C3C=CC12)C1=C(C=CC=2C3=CC=CC=C3NC12)C1=CC=CC=C1)C1=CC=CC=C1